C(CCCCCCCCC\C=C/CCCC)(=O)O cis-11-hexadecaneenoic acid